methyl (S,E)-(1-((5-chloro-1-((7-fluoro-4-isobutyl-3H-imidazo[4,5-c]pyridin-2-yl)methyl)-2-oxo-1,2-dihydropyridin-3-yl)amino)-7-(dimethylamino)-1,7-dioxohept-5-en-2-yl)carbamate ClC=1C=C(C(N(C1)CC1=NC2=C(C(=NC=C2F)CC(C)C)N1)=O)NC([C@H](CC\C=C\C(=O)N(C)C)NC(OC)=O)=O